l-N-methyl-carbamate CNC([O-])=O